4-hydroxyphenyl-methyl-1-naphthylmethyl-sulfonium phenyl-tris(pentafluorophenyl)borate C1(=CC=CC=C1)[B-](C1=C(C(=C(C(=C1F)F)F)F)F)(C1=C(C(=C(C(=C1F)F)F)F)F)C1=C(C(=C(C(=C1F)F)F)F)F.OC1=CC=C(C=C1)[S+](CC1=CC=CC2=CC=CC=C12)C